(S)-10-((dimethylamino)methyl)-4-ethyl-4-hydroxy-9-(piperidin-4-ylmethoxy)-1,12-dihydro-14H-pyrano[3',4':6,7]indolizino[1,2-b]quinoline-3,14(4H)-dione CN(C)CC=1C=2C=C3C(=NC2C=CC1OCC1CCNCC1)C1=CC2=C(C(N1C3)=O)COC([C@]2(O)CC)=O